(2-(2,2,2-trifluoroethoxy)pyrimidin-4-yl)methanol FC(COC1=NC=CC(=N1)CO)(F)F